C=CC(CC)=O 1-PENTEN-3-ONE